OC1(C2=NN=C(C=3C(=CC(=C(C(C(CCCCC1)(C)C)=O)N3)C(F)(F)F)NC(OC(C)(C)C)=O)O2)C(F)(F)F tert-Butyl N-[6-hydroxy-12,12-dimethyl-13-oxo-6,15-bis(trifluoromethyl)-19-oxa-3,4,18-triazatricyclo[12.3.1.12,5]nonadeca-1(18),2,4,14,16-pentaen-17-yl]carbamate